(3-((benzyloxy)methyl)-4-ethyl-5-oxo-4,5-dihydro-1H-1,2,4-triazol-1-yl)-4-bromo-7-fluoro-2-(o-tolyl)isoquinolin-1(2H)-one C(C1=CC=CC=C1)OCC1=NN(C(N1CC)=O)C=1N(C(C2=CC(=CC=C2C1Br)F)=O)C1=C(C=CC=C1)C